ClC=1C(=NC(=CC1)Cl)C(=O)Cl 3,6-dichloropyridine-2-carbonyl chloride